Ethyl (3S,4R)-1-benzyl-4-(2-nitrothiophen-3-yl)pyrrolidine-3-carboxylate C(C1=CC=CC=C1)N1C[C@H]([C@@H](C1)C1=C(SC=C1)[N+](=O)[O-])C(=O)OCC